rac-(1S*,2S*)-2-(3-chlorophenyl)-N-(6-(((6-cyclopropyl-8-(4H-1,2,4-triazol-4-yl)imidazo[1,2-a]pyridin-2-yl)methyl)amino)pyrimidin-4-yl)cyclopropane-1-carboxamide ClC=1C=C(C=CC1)[C@@H]1[C@H](C1)C(=O)NC1=NC=NC(=C1)NCC=1N=C2N(C=C(C=C2N2C=NN=C2)C2CC2)C1 |r|